C(C)(C)(C)OC(=O)N1[C@@H](CN[C@H](C1)CO)CC (2R,5R)-2-Ethyl-5-(hydroxymethyl)piperazine-1-carboxylic acid tert-butyl ester